3-(hexahydropyrrolo[3,4-c]pyrrol-2(1H)-yl)pyrazin-2(1H)-one C1N(CC2C1CNC2)C=2C(NC=CN2)=O